3,3',5',5-tetramethylbenzidine CC=1C=C(C=C(C1N)C)C1=CC(=C(N)C(=C1)C)C